N-(4-methylbenzyl)-N'-phenylurea CC1=CC=C(CNC(=O)NC2=CC=CC=C2)C=C1